COC(=O)C1=CC2=C(C=CO2)C=C1 1-benzofuran-6-carboxylic acid methyl ester